N1N=NC(=C1)C=O 1H-triazole-4-carbaldehyde